C(C)(C)(C)OC(=O)NC(C(=O)OC(C)(C)C)CC1(CC1)F tertbutyl 2-[(tert-butoxycarbonyl)amino]-3-(1-fluorocyclopropyl)propanoate